OC1=C(C=C(C=C1C(C)(C)C)C(C)(C)C)CC1=C(C(=CC(=C1)C(C)(C)C)C(C)(C)C)O di(2-hydroxy-3,5-di-tert-butylphenyl)methane